COC1=C(C=C(C=C1)OC1=CC=C(C=C1)C(F)(F)F)NC(=O)C1N(C(CC1)=S)C N-(2-Methoxy-5-(4-(trifluoromethyl)phenoxy)phenyl)-1-methyl-5-thioxopyrrolidine-2-carboxamide